NC1=C(C(=NN1C(C)C)C1=C2C=CNC2=C(C=C1)CNC(C1=C(C=CC(=C1)F)OC)=O)C#N N-((4-(5-Amino-4-cyano-1-isopropyl-1H-pyrazol-3-yl)-1H-indol-7-yl)methyl)-5-fluoro-2-methoxybenzamide